BrC=1C(=C(C=NC1)C)C 5-bromo-3,4-lutidine